3-methyl-6,7-dihydro-4H-isoxazolo[4,5-c]Pyridine-5-carboxylic acid tert-butyl ester C(C)(C)(C)OC(=O)N1CC2=C(CC1)ON=C2C